2-amino-8-methoxy-N-[[3-(trifluoromethyl)-2-pyridyl]methyl]quinazoline-4-carboxamide NC1=NC2=C(C=CC=C2C(=N1)C(=O)NCC1=NC=CC=C1C(F)(F)F)OC